2-((4-cyclohexylbenzyl)amino)oxazole-4-carboxylic acid C1(CCCCC1)C1=CC=C(CNC=2OC=C(N2)C(=O)O)C=C1